EthylHexyl Methacrylate CCCCCC(CC)OC(=O)C(=C)C